C1(CC1)N([C@H]1CN(CCC1)C(=O)N)C(NCC1=CC(=NO1)C1=CC(=CC=C1)OC(F)(F)F)=O (3R)-3-{1-cyclopropyl[({3-[3-(trifluoromethoxy)phenyl]-1,2-oxazol-5-yl}methyl)carbamoyl]amino}piperidine-1-carboxamide